Cl.FC(C=1C=C2CC[C@H](C2=CC1)NC)F (1R)-5-(difluoromethyl)-N-methyl-indan-1-amine hydrochloride